C[Si](S(=O)(=O)N)(C)C trimethylsilanesulfonamide